1,4-bis(2-maleimidophenoxy)-2,3-dimethylbenzene C1(C=CC(N1C1=C(OC2=C(C(=C(C=C2)OC2=C(C=CC=C2)N2C(C=CC2=O)=O)C)C)C=CC=C1)=O)=O